E-4-[[4-[[4-(2-Cyanoethenyl)-2,6-dimethylphenyl]amino]-2-pyrimidinyl]-amino]benzonitril C(#N)/C=C/C1=CC(=C(C(=C1)C)NC1=NC(=NC=C1)NC1=CC=C(C#N)C=C1)C